FC1=CC=C(C=C1)CN1N=C(N=C1)C(=O)N[C@H]1C(N(C=2N(CC1)N=C(C2)C2CC2)C)=O |r| 1-[(4-Fluorophenyl)methyl]-N-[rac-(6R)-2-cyclopropyl-4-methyl-5-oxo-7,8-dihydro-6H-pyrazolo[1,5-a][1,3]diazepin-6-yl]-1,2,4-triazol-3-carboxamid